4-(3-(1-((tert-butyldimethylsilyl)oxy)propan-2-yl)-2-(3-(methoxymethoxy)-2,6-dimethylpyridin-4-yl)-1H-indol-5-yl)piperidine-1-carboxylic acid tert-butyl ester C(C)(C)(C)OC(=O)N1CCC(CC1)C=1C=C2C(=C(NC2=CC1)C1=C(C(=NC(=C1)C)C)OCOC)C(CO[Si](C)(C)C(C)(C)C)C